N-((S)-1-(2-((2R,5R)-2-(((3R,5R)-3,5-dimethylmorpholino)methyl)-5-methylpiperazin-1-yl)acetyl)-7-(4-fluorobenzyl)-2-methyl-2,3-dihydro-1H-pyrido[2,3-b][1,4]oxazin-6-yl)acetamide C[C@@H]1COC[C@H](N1C[C@@H]1N(C[C@H](NC1)C)CC(=O)N1C2=C(OC[C@@H]1C)N=C(C(=C2)CC2=CC=C(C=C2)F)NC(C)=O)C